ClC1=C(C=C(C=C1)C1(OC1)C1=CC=CC=C1)C=1C(=CC=C(C1F)OCCOC)C#N 2'-Chloro-6-fluoro-5-(2-methoxyethoxy)-5'-(2-phenyloxiran-2-yl)-[1,1'-biphenyl]-2-carbonitrile